(2S)-2-(4-chlorophenoxy)-N-[1-(1,3-thiazol-2-yl)ethoxy]propanamide ClC1=CC=C(O[C@H](C(=O)NOC(C)C=2SC=CN2)C)C=C1